C(CCCCCCCCCCCCCCCCCCC)O 1-Eicosanol